(3-fluorobenzyl)(methyl)(((7-(5-(trifluoromethyl)-1,2,4-oxadiazol-3-yl)imidazo[1,2-a]pyridin-2-yl)methyl)imino)-λ6-sulfanone FC=1C=C(CS(=O)(=NCC=2N=C3N(C=CC(=C3)C3=NOC(=N3)C(F)(F)F)C2)C)C=CC1